1,2-Dibromo-4-(1,2-dibromoethyl)cyclohexane BrC1C(CC(CC1)C(CBr)Br)Br